(R,Z)-N-(1-(dibenzo[b,d]furan-2-yl)-2-fluoroethylidene)-2-methylpropane-2-sulfinamide C1=C(C=CC=2OC3=C(C21)C=CC=C3)/C(/CF)=N/[S@](=O)C(C)(C)C